C(C)(C)C1=C(C(=CC(=C1)C(C)C)C(C)C)S(=O)(=O)OC1=NC(N2C(CN(CCC2)C)=C1)=O 2-methyl-7-oxo-1,2,3,4,5,7-hexahydropyrimido[1,6-a][1,4]diazepin-9-yl 2,4,6-triisopropylbenzenesulfonate